ClC=1C=2N(C=CC1)C(=NC2)C(C)(C)NC(=O)C2[C@H]1CNC[C@@H]2C1 (1R,5S,6r)-N-(2-(8-chloroimidazo[1,5-a]pyridin-3-yl)prop-2-yl)-3-azabicyclo[3.1.1]heptane-6-carboxamide